(3R)-6,6-dimethyl-3-{[2-(pyridin-2-yl)-5H,6H,7H-cyclopenta[d]pyrimidin-4-yl]amino}piperidin-2-one CC1(CC[C@H](C(N1)=O)NC=1C2=C(N=C(N1)C1=NC=CC=C1)CCC2)C